C1(=CC=CC2=CC=CC=C12)C1C(=CC(=CC1(C(C)(C)C)C1=CC=CC=C1)C1=NNC=N1)C1=CC=CC=C1 4-(naphthalen-1-yl)-3,5-diphenyl-5-tert-butylphenyl-1,2,4-Triazole